2,N-dicyclohexyl-2-[2-(6-morpholin-4-yl-pyridin-3-yl)-benzimidazol-1-yl]-acetamide C1(CCCCC1)C(C(=O)NC1CCCCC1)N1C(=NC2=C1C=CC=C2)C=2C=NC(=CC2)N2CCOCC2